7-((3-methoxy-4-(4-(trifluoromethyl)piperidin-1-yl)phenyl)amino)-2H-pyrido[3,2-b][1,4]oxazin-3(4H)-one COC=1C=C(C=CC1N1CCC(CC1)C(F)(F)F)NC1=CC=2OCC(NC2N=C1)=O